ClC1=NC=C(C=C1C(=O)O)Cl 2,5-dichloropyridine-3-carboxylic acid